S(C)(=O)(=O)[O-].[Mn+2].S(C)(=O)(=O)[O-] manganese (II) mesylate